FC=1C=C(C=CC1C(NCCOC)=O)C=1N=CC=2N(C1)N=CC2C(=O)NC=2C(=NC=C(C2)NC(CN2CCCCC2)=O)C 6-(3-fluoro-4-((2-methoxyethyl)carbamoyl)phenyl)-N-(2-methyl-5-(2-(piperidin-1-yl)acetamido)pyridin-3-yl)pyrazolo[1,5-a]pyrazine-3-carboxamide